CN(C1CCN(CC1)C1=NC2=CC=C(C=C2C(=N1)C1=CC(=C(C#N)C=C1)F)C1=C(C=CC=C1C(F)(F)F)F)C 4-(2-(4-(Dimethylamino)piperidin-1-yl)-6-(2-fluoro-6-(trifluoromethyl)phenyl)quinazolin-4-yl)-2-fluorobenzonitrile